3-Amino-4-(7-fluoro-1H-indazol-4-yl)-7-isopropoxy-8-methyl-1H-1,5-naphthyridin-2-one NC=1C(NC2=C(C(=CN=C2C1C1=C2C=NNC2=C(C=C1)F)OC(C)C)C)=O